5-((1H-indazol-4-yl)methoxy)-2-methoxyisonicotinaldehyde N1N=CC2=C(C=CC=C12)COC1=CN=C(C=C1C=O)OC